COCC1C(C1)C1=CNC=2N=CN=C(C21)N[C@H]2CN(CCC2)C(C=C)=O 1-((R)-3-((5-(2-(methoxymethyl)cyclopropyl)-7H-pyrrolo[2,3-d]pyrimidin-4-yl)amino)piperidin-1-yl)prop-2-en-1-one